ClC1=C(C=CC(=C1)Cl)C1=NOC(=N1)C(=O)OCC ethyl 3-(2,4-dichlorophenyl)-1,2,4-oxadiazole-5-carboxylate